C(C)C(CC)CCCCC(CC)CC 3,8-DIETHYL-DECANE